NC1=C(C=C(C=C1)C1=NN(C(=C1C(=O)N)NC1=NC=CN=C1)COCC[Si](C)(C)C)O[C@@H](C)C1=CC(=CC=C1)Cl 3-{4-amino-3-[(1S)-1-(3-chlorophenyl)ethoxy]phenyl}-5-[(pyrazin-2-yl)amino]-1-{[2-(trimethylsilyl)ethoxy]methyl}-1H-pyrazole-4-carboxamide